FC=1C=C(C=CC1OC)[C@H](CC(=O)OCC)N1C(C=2N(CC1)C=C(C2)C2=NC=1NCCCC1C=C2)=O Ethyl (S)-3-(3-fluoro-4-methoxyphenyl)-3-(1-oxo-7-(5,6,7,8-tetrahydro-1,8-naphthyridin-2-yl)-3,4-dihydropyrrolo[1,2-a]pyrazin-2(1H)-yl)propanoate